1-(3-(5-bromo-1,3,4-thiadiazol-2-yl)-3,6-diazabicyclo[3.1.1]hept-6-yl)-2-hydroxy-2-methylpropan-1-one BrC1=NN=C(S1)N1CC2N(C(C1)C2)C(C(C)(C)O)=O